1-[4-(3-{5-[(S)-(1-cyclopropyl-3-fluoro-azetidin-3-yl)-hydroxy-(4-isopropyl-phenyl)-methyl]-pyridin-3-yl}-[1,2,4]Oxadiazol-5-yl)-piperidin-1-yl]-ethanone C1(CC1)N1CC(C1)(F)[C@@](C=1C=C(C=NC1)C1=NOC(=N1)C1CCN(CC1)C(C)=O)(C1=CC=C(C=C1)C(C)C)O